NC1(CCC1)C1=C(C=C(C=C1)O)O 4-(1-aminocyclobutyl)benzene-1,3-diol